S(C1=CC=CC=C1)C1=CC=CC=C1 thiobis-benzene